N-(1,2-dimyristoxyprop-3-yl)-N,N-dimethyl-N-carboxyethylammonium bromide [Br-].C(CCCCCCCCCCCCC)OCC(C[N+](CCC(=O)O)(C)C)OCCCCCCCCCCCCCC